CC1=C(C(C2=CC=CC=C12)C)C trimethyl-inden